octadecanedioic acid mono-tert-butyl ester C(C)(C)(C)OC(CCCCCCCCCCCCCCCCC(=O)O)=O